(E)-[3,5-difluoro-4-(2-nitrovinyl)phenyl](methyl)carbamic acid t-butyl ester C(C)(C)(C)OC(N(C)C1=CC(=C(C(=C1)F)\C=C\[N+](=O)[O-])F)=O